C1=CC=CC=2C1=C1C(C3=CC=CC=C3C1=CC2)=O 11-benzo(a)fluorenone